C1=CC=CC=2C3=CC=CC=C3N(C12)CCC(C(=O)OCC)(F)F ethyl 4-(9H-carbazol-9-yl)-2,2-difluorobutyrate